FC1=C(C(=O)N[C@H](C(=O)OC)CC=2C=CC(=C3C=CC=NC23)C=2C(N(C(=CC2C(F)(F)F)C)C)=O)C(=CC(=C1)N1[C@H](COCC1)C(F)(F)F)F methyl (S)-2-(2,6-difluoro-4-((R)-3-(trifluoromethyl) morpholino)benzamido)-3-(5-(1,6-dimethyl-2-oxo-4-(trifluoromethyl)-1,2-dihydropyridin-3-yl) quinolin-8-yl)propanoate